FC(C(=O)O)(C1=NN=NN1)F difluoro(1H-tetrazol-5-yl)acetic acid